CC1=CC(=NC=C1)NC1=CC2=C(N=C(S2)NC(=O)C2C(C3C=CC2C3)C(=O)O)C=C1 3-[[6-[(4-Methyl-2-pyridinyl)amino]-1,3-benzothiazol-2-yl]carbamoyl]bicyclo[2.2.1]hept-5-ene-2-carboxylic acid